C(C)C1=C2C(=CC(=CC2=CC=C1F)O)C1=C(C=2N=C(N=C(C2C=N1)N1CC(CCC1)F)OC[C@]12CCCN2C[C@@H](C1)F)F 5-Ethyl-6-fluoro-4-(8-fluoro-4-(3-fluoropiperidin-1-yl)-2-(((2R,7aS)-2-fluorotetrahydro-1H-pyrrolizin-7a(5H)-yl)methoxy)pyrido[4,3-d]pyrimidin-7-yl)naphthalen-2-ol